2-(2,6-dioxopiperidin-3-yl)-5-(4-(4-(5-methoxy-2-(1-methyl-1H-pyrazol-4-yl)-4-nitrophenyl)piperazin-1-yl)piperidin-1-yl)isoindoline-1,3-dione O=C1NC(CCC1N1C(C2=CC=C(C=C2C1=O)N1CCC(CC1)N1CCN(CC1)C1=C(C=C(C(=C1)OC)[N+](=O)[O-])C=1C=NN(C1)C)=O)=O